BrC=1C(=NN(C1)C1=CC(=CC=C1)[N+](=O)[O-])CF 4-bromo-3-(fluoromethyl)-1-(3-nitrophenyl)-1H-pyrazole